ClC1([C@H]([C@@H]1C1=CC(=CC(=C1)S(F)(F)(F)(F)F)Cl)C(=O)O)Cl trans-2,2-dichloro-3-(3-chloro-5-(perfluoro-lambda6-sulfanyl)phenyl)cyclopropane-1-carboxylic acid